5-[2-[(6-amino-2-pyridyl)sulfonylamino]-6-(2,6-dimethylphenyl)pyrimidin-4-yl]oxy-1-tert-butoxycarbonyl-piperidine-3-carboxylic acid NC1=CC=CC(=N1)S(=O)(=O)NC1=NC(=CC(=N1)OC1CC(CN(C1)C(=O)OC(C)(C)C)C(=O)O)C1=C(C=CC=C1C)C